(S)-N-(tert-butyl)-3-(5''-(2,2,2-trifluoro-1-hydroxyethyl)dispiro[cyclopropane-1,1'-cyclohexane-4',3''-indoline]-1''-carbonyl)benzenesulfonamide C(C)(C)(C)NS(=O)(=O)C1=CC(=CC=C1)C(=O)N1CC2(C3=CC(=CC=C13)[C@@H](C(F)(F)F)O)CCC1(CC2)CC1